2-(2-(5-cyclopropyl-3-(3,5-dichloropyridin-4-yl)isoxazol-4-yl)-7-azaspiro[3.5]non-1-en-7-yl)-4-fluoro-N-isopropylbenzo[d]thiazole-6-carboxamide C1(CC1)C1=C(C(=NO1)C1=C(C=NC=C1Cl)Cl)C1=CC2(C1)CCN(CC2)C=2SC1=C(N2)C(=CC(=C1)C(=O)NC(C)C)F